2-{6-[4-(cyclohexylmethyl)piperazin-1-yl]-3-methylimidazo[1,5-a]pyridin-8-yl}-N-ethyl-5-fluoro-N-(isopropyl)benzamide C1(CCCCC1)CN1CCN(CC1)C=1C=C(C=2N(C1)C(=NC2)C)C2=C(C(=O)N(C(C)C)CC)C=C(C=C2)F